2-ethyl-butanediamine C(C)C(C(N)N)CC